ClCCC chloro-propane